C1C(CC2=CC=CC=C12)NC(=O)C1=C(N=C2OC=CN21)C2=CC=C(C=C2)F N-(2,3-dihydro-1H-inden-2-yl)-6-(4-fluorophenyl)imidazo[2,1-b]oxazole-5-carboxamide